tert-Butyl 2-(4-acetylpiperazin-1-yl)-6-[(1-acetyl-4-piperidyl)amino]pyridine-4-carboxylate C(C)(=O)N1CCN(CC1)C1=NC(=CC(=C1)C(=O)OC(C)(C)C)NC1CCN(CC1)C(C)=O